4-(1-(3,3-difluoropropyl)-4-((5,7-dimethyl-1H-indol-4-yl)methyl)piperidin-3-yl)benzoic acid FC(CCN1CC(C(CC1)CC1=C2C=CNC2=C(C=C1C)C)C1=CC=C(C(=O)O)C=C1)F